C1(=CC=C(C=C1)N(C1=CC=C(C=C1)B1OC(C(O1)(C)C)(C)C)C1=CC=C(C=C1)C1=CC=CC=C1)C1=CC=CC=C1 bis(biphenyl-4-yl)-[4-(4,4,5,5-tetramethyl-[1,3,2]dioxaborolan-2-yl)phenyl]amine